Ribonic Acid O=C([C@H](O)[C@H](O)[C@H](O)CO)O